FC1=C(C=CC(=C1)F)C1=C(C(=NC=2CN(CCC12)C(C)C)N1[C@H](C2(CN(C2)C(C=C)=O)CC1)C)C#N 4-(2,4-difluorophenyl)-2-((5S)-5-methyl-2-(2-propenoyl)-2,6-diazaspiro[3.4]octan-6-yl)-7-(2-propanyl)-5,6,7,8-tetrahydro-1,7-naphthyridine-3-carbonitrile